N-tert-butyl-4-[[2-(6-quinolinyl)acetyl]amino]pyridine-2-carboxamide C(C)(C)(C)NC(=O)C1=NC=CC(=C1)NC(CC=1C=C2C=CC=NC2=CC1)=O